C(C)C(COC(CCCCCCCC(CCCCCCCCC)CO)=O)CCCC 9-(hydroxymethyl)octadecanoic acid (2'-ethylhexyl) ester